C(C=1C(O)=CC=CC1)=NO salicylaldoxime